(7-(benzyloxy)-4-chloroquinolin-3-yl)(3,5-dimethylphenyl)methanone C(C1=CC=CC=C1)OC1=CC=C2C(=C(C=NC2=C1)C(=O)C1=CC(=CC(=C1)C)C)Cl